(S)-4-[3-fluoro-4-(trifluoromethyl)phenyl]sulfonylmorpholin FC=1C=C(C=CC1C(F)(F)F)S(=O)(=O)N1CCOCC1